CC=1N=CSC1C1OCCC(C1)O 2-(4-methylthiazol-5-yl)tetrahydro-2H-pyran-4-ol